P(=O)(OCC=CC)([O-])[O-] crotyl phosphate